(R)-N-hexyl-1-octyl-6-oxopiperazine-2-carboxamide C(CCCCC)NC(=O)[C@@H]1N(C(CNC1)=O)CCCCCCCC